N12C(N=CC=3C=CC=C(CCC1)C23)=O 1,3-diazatricyclo[7.3.1.05,13]trideca-3,5(13),6,8-tetraen-2-one